2-(pyridin-2-yl)pyrazolo[5,1-b]Thiazole-7-carboxamide N1=C(C=CC=C1)C1=CN2C(S1)=C(C=N2)C(=O)N